Cl.NC(CC(=O)O)CC=1C=C(C=CC1)C1=CC=C(C=C1)OC1=NC=C(C=C1F)C(N)=O 3-amino-4-(4'-((5-carbamoyl-3-fluoropyridin-2-yl)oxy)-[1,1'-biphenyl]-3-yl)butanoic acid hydrochloride